C(C)(C)(C)OC(=O)N[C@H](C(=O)OCC1=CC=CC=C1)CC1=NC(=NO1)C1=CC=C(C=C1)OC1=NC=C(C=C1)C(F)(F)F benzyl (S)-2-((tert-butoxycarbonyl)amino)-3-(3-(4-((5-(trifluoromethyl)pyridin-2-yl)oxy)phenyl)-1,2,4-oxadiazol-5-yl)propanoate